N1-(2-fluorophenyl)-N2-((S)-1-(((S)-4-methoxy-3-oxo-1-((S)-2-oxopyrrolidin-3-yl)butan-2-yl)amino)-4-methyl-1-oxopentan-2-yl)oxalamide FC1=C(C=CC=C1)NC(C(=O)N[C@H](C(=O)N[C@@H](C[C@H]1C(NCC1)=O)C(COC)=O)CC(C)C)=O